ClC=1C=C(/C(/N)=N\O)C=C(C1OC=1N=NC(=C(C1)C(C)C)Cl)Cl (E)-3,5-dichloro-4-((6-chloro-5-isopropylpyridazin-3-yl)oxy)-N'-hydroxybenzimidamide